N-((1S,4S)-4-(2-oxa-6-azaspiro[3.3]heptan-6-yl)cyclohexyl)-2-(3-((2-(2-fluoroethoxy)-4-(methylsulfonyl)phenyl)amino)prop-1-yn-1-yl)-1-(2,2,2-trifluoro-ethyl)-1H-indol-4-amine C1OCC12CN(C2)C2CCC(CC2)NC=2C=1C=C(N(C1C=CC2)CC(F)(F)F)C#CCNC2=C(C=C(C=C2)S(=O)(=O)C)OCCF